6-chloro-N-[1-(chloromethyl)-2-(2,4-dimethylphenyl)ethyl]-N'-hydroxy-3-[3-(trifluoromethyl)phenoxy]pyridazine-4-carboxamidine ClC1=CC(=C(N=N1)OC1=CC(=CC=C1)C(F)(F)F)C(=NO)NC(CC1=C(C=C(C=C1)C)C)CCl